6'-bromo-N,N-dimethyl-2',3'-dihydrospiro[cyclopropane-1,1'-indene]-3'-amine BrC1=CC=C2C(CC3(C2=C1)CC3)N(C)C